FC1(C(N(CC1)C1=NC(=NC=C1)N1CCC(CC1)C(=O)N1OCC[C@H]1C=1C=NC=C(C1)F)=O)F 3,3-difluoro-1-[2-[4-[(3S)-3-(5-fluoropyridin-3-yl)-1,2-oxazolidine-2-carbonyl]piperidin-1-yl]pyrimidin-4-yl]pyrrolidin-2-one